4-(aminosulfonyl)benzenesulfonyl chloride NS(=O)(=O)C1=CC=C(C=C1)S(=O)(=O)Cl